C(C)N(C=1C=CC=2C3(C4=CC=C(C=C4OC2C1)N(CC)CC)N(C(C1=CC=CC=C13)=O)NC(CCC)=O)CC N-(3',6'-bis(diethylamino)-3-oxospiro[isoindoline-1,9'-xanthen]-2-yl)butanamide